C(C)(C)(C)OC(=O)NC=1C=2N(C3=CC(=C(C=C3N1)Cl)C(=O)OC)C=NC2 methyl 4-((t-butoxycarbonyl)amino)-7-chloroimidazo[1,5-a]quinoxaline-8-carboxylate